3-[7-bromo-8-fluoro-2-[[(2S)-1-methylpyrrolidin-2-yl]methoxy]quinazolin-4-yl]-3,8-diazabicyclo[3.2.1]octane-8-carboxylic acid tert-butyl ester C(C)(C)(C)OC(=O)N1C2CN(CC1CC2)C2=NC(=NC1=C(C(=CC=C21)Br)F)OC[C@H]2N(CCC2)C